ClC1=CC=C(N=N1)OC1=CC=C(C=C1)C(C=CC1=CC=C(C=C1)Cl)=O 1-(4-((6-chloropyridazin-3-yl)oxy)phenyl)-3-(4-chlorophenyl)-2-propen-1-one